2,2'-bis(2-hydroxyethoxy)-6,6'-dibromo-1,1'-binaphthyl OCCOC1=C(C2=CC=C(C=C2C=C1)Br)C1=C(C=CC2=CC(=CC=C12)Br)OCCO